(S)-N-(5-(5-amino-1H-pyrazol-1-yl)-1,3,4-thiadiazol-2-yl)-3-((1-hydroxypropan-2-yl)oxy)-4-(3-methoxypyridin-2-yl)-2-oxo-2H-pyran-6-carboxamide NC1=CC=NN1C1=NN=C(S1)NC(=O)C1=CC(=C(C(O1)=O)O[C@H](CO)C)C1=NC=CC=C1OC